ClC1=CC=C(C=N1)S(=O)(C(C)C)=N (6-chloropyridin-3-yl)(imino)(isopropyl)-λ6-sulfanone